(S)-6-(cyclopropanecarboxamido)-4-((4-methoxy-5-(2,2,2-trifluoro-1-(methoxy-d3)ethyl)pyrazolo[1,5-a]pyridin-3-yl)amino)-N-(methyl-d3)nicotinamide C1(CC1)C(=O)NC1=NC=C(C(=O)NC([2H])([2H])[2H])C(=C1)NC=1C=NN2C1C(=C(C=C2)[C@@H](C(F)(F)F)OC([2H])([2H])[2H])OC